N=1SN=C2C1C=CC(=C2)S(=O)(=O)N2CC1=C(C2)CN(C1)C(=O)NCC1=CC=C(C=C1)F 5-(2,1,3-Benzothiadiazole-5-sulfonyl)-N-[(4-fluorophenyl)methyl]-1H,2H,3H,4H,5H,6H-pyrrolo[3,4-c]pyrrole-2-carboxamide